ClC=1C=CC(=C(C1)C1=C2C(=NC=C1)C(=CS2)C(=O)OC(C)(C)C)C#CCN2C(=NC1=C(C2=O)C(=C(N=C1)F)C#N)C tert-butyl 7-(5-chloro-2-(3-(5-cyano-6-fluoro-2-methyl-4-oxopyrido[3,4-d]pyrimidin-3(4H)-yl)prop-1-yn-1-yl)phenyl)thieno[3,2-b]pyridine-3-carboxylate